((3R,5R)-3-amino-5-fluoropiperidin-1-yl)(2-(6-(cyclopropylmethyl)-1-methyl-1,6-dihydropyrrolo[2,3-c]pyrazol-5-yl)-7-methoxy-1-methyl-1H-benzo[d]imidazol-5-yl)methanone hydrochloride Cl.N[C@H]1CN(C[C@@H](C1)F)C(=O)C1=CC2=C(N(C(=N2)C2=CC3=C(N(N=C3)C)N2CC2CC2)C)C(=C1)OC